acrylic acid decyl ester C(CCCCCCCCC)OC(C=C)=O